6-Methoxy-1,4-dihydro-2,7-naphthyridin-3(2H)-one COC=1C=C2CC(NCC2=CN1)=O